di-n-pentyl 2,3-difluoromaleate F/C(/C(=O)OCCCCC)=C(/C(=O)OCCCCC)\F